C1C=CC2=C1C=CC=1C=3C=CC=CC3C=CC21 1H-cyclopenta[1,2-a]phenanthrene